tert-butyl 3-methylsulfonyloxy-azetidine-1-carboxylate CS(=O)(=O)OC1CN(C1)C(=O)OC(C)(C)C